4-(((tert-butyldimethylsilyl)oxy)methyl)-2-(chloromethyl)-5-methyloxazole [Si](C)(C)(C(C)(C)C)OCC=1N=C(OC1C)CCl